FC(OC=1N(N=C2N=C(C=CC21)C2=C(C=C(C=C2C)C(F)(F)F)OCOCC)C2CCC(N(C2)C)=O)F 5-(3-(difluoromethoxy)-6-(2-(ethoxymethoxy)-6-methyl-4-(trifluoromethyl)phenyl)-2H-pyrazolo[3,4-b]pyridin-2-yl)-1-methylpiperidin-2-one